(2R,3S)-3-((5-fluoro-2-(2-methoxy-7-methylquinoxalin-5-yl)benzo[d]thiazol-6-yl)oxy)butan-2-yl (2-((2-hydroxyethyl)carbamoyl)pyridin-4-yl)carbamate OCCNC(=O)C1=NC=CC(=C1)NC(O[C@H](C)[C@H](C)OC1=CC2=C(N=C(S2)C2=C3N=CC(=NC3=CC(=C2)C)OC)C=C1F)=O